6-chloro-2-hexanone ClCCCCC(C)=O